rac-6-(1-isopropyl-1H-pyrazol-3-yl)-4-(3-(methoxymethyl)pyrrolidin-1-yl)-2-(1-methyl-1H-imidazol-2-yl)-5-phenylthieno[2,3-d]pyrimidine C(C)(C)N1N=C(C=C1)C1=C(C2=C(N=C(N=C2N2C[C@@H](CC2)COC)C=2N(C=CN2)C)S1)C1=CC=CC=C1 |r|